ClC1=CC(=C(S1)C1=NN=NN1)C 5-(5-Chloro-3-methylthiophen-2-yl)-1H-tetrazole